O=C([C@H](O)[C@@H](O)[C@H](O)[C@H](O)C(=O)[O-])O.[K+] monopotassium D-glucarate